Amino Acetate C(C)(=O)ON